(S)-1-(6-(1-(1-(2-(2-Amino-pyrimidin-5-yl)-7-methyl-4-morpholinothieno[3,2-d]pyrimidine-6-carbonyl)piperidin-4-yl)-1H-pyrazol-4-yl)-2-methyl-3,4-dihydroquinolin-1(2H)-yl)ethan-1-one NC1=NC=C(C=N1)C=1N=C(C2=C(N1)C(=C(S2)C(=O)N2CCC(CC2)N2N=CC(=C2)C=2C=C1CC[C@@H](N(C1=CC2)C(C)=O)C)C)N2CCOCC2